2-(4-(4-(4-((2,6-dioxopiperidin-3-yl)amino)benzyl)piperazin-1-yl)phenyl)-2H-indazole-7-carboxamide O=C1NC(CCC1NC1=CC=C(CN2CCN(CC2)C2=CC=C(C=C2)N2N=C3C(=CC=CC3=C2)C(=O)N)C=C1)=O